OC1CCC(CC1)C(=O)O 4-hydroxycyclohexane-1-carboxylic acid